C(C1=CC=CC=C1)N([C@H](C)C1=NN(C(N1C)=O)C1=CC(=C(C(=O)OC(C)(C)C)C=C1F)F)CC1=CC=CC=C1 Tert-butyl 4-{3-[(1R)-1-(dibenzylamino) ethyl]-4-methyl-5-oxo-4,5-dihydro-1H-1,2,4-triazol-1-yl}-2,5-difluorobenzoate